N1CC(C1)C(=O)N1CCN(CC1)C1=C(C=C(C=N1)C=1C=C(C=2N(C1)N=CC2C#N)OC)C 6-(6-(4-(azetidine-3-carbonyl)piperazin-1-yl)-5-methylpyridin-3-yl)-4-methoxypyrazolo[1,5-a]pyridine-3-carbonitrile